C(C1=CC=CC=C1)C1=CC=C(C=C1)C1=CC=C(C=C1)CC1=CC=CC=C1 Dibenzyl-biphenyl